(R)-1-(4-fluorophenyl)-5-(3-methyl-4-((5-methyl-1-propyl-1H-pyrazol-4-yl)sulfonyl)piperazin-1-yl)1H-indazole FC1=CC=C(C=C1)N1N=CC2=CC(=CC=C12)N1C[C@H](N(CC1)S(=O)(=O)C=1C=NN(C1C)CCC)C